1-(4-(2-(3,4-dimethoxyphenyl)-3-(2,2,2-trifluoroethyl)-1H-indol-5-yl)piperidin-1-yl)-3-(1H-indol-1-yl)propan-1-one COC=1C=C(C=CC1OC)C=1NC2=CC=C(C=C2C1CC(F)(F)F)C1CCN(CC1)C(CCN1C=CC2=CC=CC=C12)=O